2,6-diphenyl-1-[2,6-bis(2-methylphenyl)phenyl]-phosphocyclohexan-4-one C1(=CC=CC=C1)C1C(C(CC(C1)=O)C1=CC=CC=C1)(C1=C(C=CC=C1C1=C(C=CC=C1)C)C1=C(C=CC=C1)C)P(=O)=O